ClC1=C(COC(=O)C2=CNC(=C2)C2=C(C=CC=C2)F)C=CC=C1 5-(2-fluorophenyl)-1H-pyrrole-3-carboxylic acid-2-chlorobenzyl ester